C(C)(C)(C)OC(=O)N1CC(=CC1)C1=NC2=C(C=CC=C2C(N1)=O)Cl 3-(8-chloro-4-oxo-3,4-dihydroquinazolin-2-yl)-2,5-dihydro-1H-pyrrole-1-carboxylic acid tert-butyl ester